2,6,2,6-tetramethyl-4,4-bis(2,3-epoxy-1-hydroxypropyl)biphenyl CC1(C(C(CC(C1)(C(C1CO1)O)C(C1CO1)O)(C)C)C1=CC=CC=C1)C